BrCC=1C(=NC(=NC1)Cl)C(=O)[O-] 5-(bromomethyl)-2-chloropyrimidine-4-carboxylate